COC1(CC1)C#CC1=NC(=NC(=N1)N[C@@H](C(F)(F)F)C)N[C@@H](C(F)(F)F)C 6-((1-Methoxycyclopropyl)ethynyl)-N2,N4-bis((R)-1,1,1-trifluoroprop-2-yl)-1,3,5-triazine-2,4-diamine